α-chloro-m-cresol ClCC1=CC(=CC=C1)O